(2S,4S)-1-(7-chloro-1H-indole-2-carbonyl)-4-cyclohexyl-N-((S)-1-hydroxy-3-((S)-2-oxopyrrolidin-3-yl)propan-2-yl)pyrrolidine-2-carboxamide ClC=1C=CC=C2C=C(NC12)C(=O)N1[C@@H](C[C@H](C1)C1CCCCC1)C(=O)N[C@H](CO)C[C@H]1C(NCC1)=O